N(=[N+]=[N-])CC1=CC=C(C=C1)C1=C(C=CC=C1)C1=NN=NN1 5-(4'-(Azidomethyl)-[1,1'-biphenyl]-2-yl)-1H-tetrazole